3-((5-(2-hydroxypropan-2-yl)pyrazin-2-yl)amino)-1H-pyrazol OC(C)(C)C=1N=CC(=NC1)NC1=NNC=C1